C(=O)(OCC1C2=CC=CC=C2C2=CC=CC=C12)NC1=CC=C(C=C1)CN Fmoc-para-aminomethylaniline